C1CCC2=C(C=3CCCC3C=C12)NC(=O)[N-]S(=O)(=O)C=1OC=C(C1)C(C)(C)O 1,2,3,5,6,7-hexahydro-s-indacen-4-ylcarbamoyl-[4-(2-hydroxypropan-2-yl)furan-2-yl]sulfonylazanide